BrC1=CC=C(C2=C1N=NN2COCC[Si](C)(C)C)C2=CC=C(N=N2)N(C2CC(N(CC2)C(=O)[O-])C)C 4-[[6-(7-bromo-3-[[2-(trimethylsilyl)ethoxy]methyl]-1,2,3-benzotriazol-4-yl)pyridazin-3-yl](methyl)amino]-2-methylpiperidine-1-carboxylate